Cl.C(#N)C1=CC(=CC2=CN(N=C12)C)C=1C=C2C(N=C(S2)C=2CCNCC2)=C(C1)C#N 6-(7-cyano-2-methyl-2H-indazol-5-yl)-2-(1,2,3,6-tetrahydropyridin-4-yl)-1,3-benzothiazole-4-carbonitrile hydrochloride